FC(OC1=C(C=CC=C1)[C@H]1CCN2N1C=1C=C(C=CC1C2=O)C=2C=NC(=NC2)N2C[C@H]1N(CC2)C(NC1)=O)F (R)-3-(2-(difluoromethoxy)phenyl)-6-(2-((S)-3-oxohexahydroimidazo[1,5-a]pyrazin-7(1H)-yl)pyrimidin-5-yl)-2,3-dihydropyrazolo[1,2-a]indazol-9(1H)-one